ClC1=C(C=2N=C(N=C(C2C=N1)N1C[C@@]2(CC(N2)=O)CCC1)OC[C@]12CCCN2C[C@@H](C1)F)F (S)-6-(7-chloro-8-fluoro-2-(((2R,7aS)-2-fluorohexahydro-1H-pyrrolizin-7a-yl)methoxy)pyrido[4,3-d]pyrimidin-4-yl)-1,6-diazaspiro[3.5]nonan-2-one